1-(2-((4-(4-((3R,4S)-7-hydroxy-3-phenylchroman-4-yl)phenyl)piperazin-1-yl)methyl)phenyl)dihydropyrimidine-2,4(1H,3H)-dione OC1=CC=C2[C@@H]([C@@H](COC2=C1)C1=CC=CC=C1)C1=CC=C(C=C1)N1CCN(CC1)CC1=C(C=CC=C1)N1C(NC(CC1)=O)=O